NC=1C=2N(C=C(N1)C(=O)NCC(C)(C)O)C(=CN2)C2=C(C=CC(=C2)C(C(F)(F)F)(C)O)C 8-amino-N-(2-hydroxy-2-methylpropyl)-3-(2-methyl-5-(1,1,1-trifluoro-2-hydroxypropan-2-yl)phenyl)imidazo[1,2-a]pyrazine-6-carboxamide